(S or R)-N-((R)-((S)-2,3-dihydro-1H-pyrido[2,3-b][1,4]oxazin-3-yl)(phenyl)methyl)-2-(4-(methylsulfonyl)phenyl)propan-1-amine N1C2=C(O[C@@H](C1)[C@H](NC[C@@H](C)C1=CC=C(C=C1)S(=O)(=O)C)C1=CC=CC=C1)N=CC=C2 |o1:9|